triglycerol 2-ethylhexanoate C(C)C(C(=O)O)CCCC.OCC(O)CO.OCC(O)CO.OCC(O)CO